[Si](C1=CC=CC=C1)(C1=CC=CC=C1)(C(C)(C)C)OC1CC(C(C1)NC(OCC1=CC=CC=C1)=O)C(CO)O benzyl ((cis)-4-((tert-butyldiphenylsilyl)oxy)-2-(1,2-dihydroxyethyl)cyclopentyl)carbamate